4-(2-(3-methyl-1,1-dioxido-6-(2,4,6-trichlorophenyl)-1,2,6-thiadiazinan-2-yl)acetamido)adamantane-1-carboxamide CC1N(S(N(CC1)C1=C(C=C(C=C1Cl)Cl)Cl)(=O)=O)CC(=O)NC1C2CC3(CC(CC1C3)C2)C(=O)N